FC=1C=C(C=CC1SC1=NC=CC=C1C1=NC(=NC=C1)N[C@@H]1CNCCC1)NS(=O)(=O)C1=C(C=CC=C1)Cl N-[3-fluoro-4-[[3-[2-[[(3S)-3-piperidyl]amino]pyrimidin-4-yl]-2-pyridyl]sulfanyl]phenyl]2-chlorobenzenesulfonamide